C(#N)C=1C=C(C=C(C1)F)NC(=O)N1CC(C(C12CCCC2)O)(F)F N-(3-cyano-5-fluorophenyl)-3,3-difluoro-4-hydroxy-1-azaspiro[4.4]nonane-1-carboxamide